ClC1=C(C=CC=C1Cl)C=1C=CC=2C(=NC=C(N2)N2CCC(CC2)(C)NC(OC(C)(C)C)=O)N1 tert-butyl (1-(6-(2,3-dichlorophenyl)pyrido[2,3-b]pyrazin-2-yl)-4-methylpiperidin-4-yl)carbamate